OC=1C=C(C=C(C(=O)[O-])C1)C(=O)[O-] 5-hydroxyisophthalic acid anion